2-(3-(trifluoromethyl)-5,6-dihydro-[1,2,4]triazolo[4,3-a]pyrazin-7(8H)-yl)acetamide FC(C1=NN=C2N1CCN(C2)CC(=O)N)(F)F